(S)-1-methyl-N-(6-(3-methyl-1,2,4-oxadiazol-5-yl)-2,3-dihydrobenzofuran-3-yl)-1H-pyrazole-5-carboxamide CN1N=CC=C1C(=O)N[C@@H]1COC2=C1C=CC(=C2)C2=NC(=NO2)C